tri(isooctyl)cyclohexane-1,2,4-tripropionate C(CCCCC(C)C)OC(CCC1C(CC(CC1)CCC(=O)OCCCCCC(C)C)CCC(=O)OCCCCCC(C)C)=O